ethyl 2-(3,4-dichlorophenyl)-1-ethyl-4-oxo-6-(1,2,4-triazol-1-ylmethyl)pyridine-3-carboxylate ClC=1C=C(C=CC1Cl)C=1N(C(=CC(C1C(=O)OCC)=O)CN1N=CN=C1)CC